N-(4-cyano-3-(2-(dimethylamino)ethoxy)phenyl)-6-(2-cyclopropyl-4-(5-methyl-1,2,4-oxadiazol-3-yl)phenyl)nicotinamide C(#N)C1=C(C=C(C=C1)NC(C1=CN=C(C=C1)C1=C(C=C(C=C1)C1=NOC(=N1)C)C1CC1)=O)OCCN(C)C